C(#N)C1=CC=C(C=C1)N1CCCN(S1(=O)=O)CC(=O)NC1C2CC3(CC(CC1C3)C2)C(=O)N 4-(2-(6-(4-cyanophenyl)-1,1-dioxido-1,2,6-thiadiazinan-2-yl)acetamido)adamantane-1-carboxamide